(3S,4R)-4-[3-[2-hydroxy-6-methyl-4-(trifluoromethyl)phenyl]imidazo[4,5-c]pyridazin-7-yl]tetrahydropyran-3-ol OC1=C(C(=CC(=C1)C(F)(F)F)C)C1=CC2=C(N=N1)N(C=N2)[C@H]2[C@@H](COCC2)O